Ethyl (3R)-3-(7-{[(2S)-2-(1,1-difluoroethyl)-7-hydroxy-2,3-dihydropyrido[2,3-f][1,4]Oxazepin-4(5H)-yl]methyl}-1-benzothiophen-5-yl)-3-(1,4-dimethyl-1H-benzotriazol-5-yl)propanoate FC(C)(F)[C@H]1OC2=C(CN(C1)CC1=CC(=CC=3C=CSC31)[C@@H](CC(=O)OCC)C3=C(C1=C(N(N=N1)C)C=C3)C)N=C(C=C2)O